C1(CC1)N1CCC2=C(CC1)C=C(C=C2)C=2C=C1C(=NC2)NN=C1C1=CC2=C(C(NCCO2)=O)C=C1 8-(5-(3-Cyclopropyl-2,3,4,5-tetrahydro-1H-benzo[d]azepin-7-yl)-1H-pyrazolo[3,4-b]pyridin-3-yl)-3,4-dihydrobenzo[f][1,4]oxazepin-5(2H)-one